(2R,4S)-N-((E)-3-(methylsulfonyl)allyl)-2-phenyl-4-(trifluoromethyl)piperidine-1-carboxamide CS(=O)(=O)/C=C/CNC(=O)N1[C@H](C[C@H](CC1)C(F)(F)F)C1=CC=CC=C1